CC1=C(C2=C(N=CN=C2NC2(CC2)C)O1)C(=O)N1CC=2N=CN=C(C2CC1)C1CCO1 6-methyl-N-(1-methylcyclopropyl)-5-[4-(oxetan-4-yl)-5h,6h,7h,8h-pyrido[3,4-d]pyrimidine-7-carbonyl]furo[2,3-d]pyrimidin-4-amine